ClC1=CC=C2C(=NN(C2=C1)C)C1CCN(CC1)C(C)=O 1-[4-(6-chloro-1-methyl-indazol-3-yl)-1-piperidinyl]ethanone